ClC1=CC(=C(C=C1F)C(CC(=O)OCC)=O)F ethyl 3-(4-chloro-2,5-difluorophenyl)-3-oxopropionate